3-[({(1R)-6-[methyl(4-methylphenyl)amino]-1,2,3,4-tetrahydroisoquinolyl}methyl)amino]pyridine-4-carboxylic acid CN(C=1C=C2CCN[C@H](C2=CC1)CNC=1C=NC=CC1C(=O)O)C1=CC=C(C=C1)C